tert-butyl 4-(4-bromo-2-methylphenyl)piperidine-1-carboxylate BrC1=CC(=C(C=C1)C1CCN(CC1)C(=O)OC(C)(C)C)C